N-benzyl-3-(2-caproamido-1H-benzo[d]imidazol-6-yl)benzamide C(C1=CC=CC=C1)NC(C1=CC(=CC=C1)C=1C=CC2=C(NC(=N2)NC(CCCCC)=O)C1)=O